N1=NC=CC2=CC(=CC=C12)C1=CN=C(S1)NC(=O)C1(COCC1)C N-(5-(cinnolin-6-yl)thiazol-2-yl)-3-methyltetrahydrofuran-3-carboxamide